CN(C(OC(C)(C)C)=O)CC(=O)NC tert-butyl methyl(2-(methylamino)-2-oxoethyl)carbamate